C[C@H]([C@@H](C(=O)N[C@@H](CC(=O)O)C(=O)NCC(=O)O)N)O The molecule is a tripeptide composed of L-threonine, L-aspartic acid, and glycine joined by a peptide linkage. It has a role as a metabolite. It derives from a L-threonine, a L-aspartic acid and a glycine.